C(C1=CC=CC=C1)OC1=NC(=CC=C1C1=NN(C2=CC(=CC=C12)N[C@H]1CC[C@H](CC1)N(C(OC(C)(C)C)=O)C)C)OCC1=CC=CC=C1 tert-butyl ((cis)-4-((3-(2,6-bis(benzyloxy)pyridin-3-yl)-1-methyl-1H-indazol-6-yl)amino)cyclohexyl)(methyl)carbamate